2-(methylsulfonylamino)-N-((1H-pyrrol-2-yl)methyl)thiazole-4-carboxamide CS(=O)(=O)NC=1SC=C(N1)C(=O)NCC=1NC=CC1